1,3-dichlorobenzyl isocyanate ClC1(CN=C=O)CC(=CC=C1)Cl